C1(=CC=C(C=C1)C1=C(C(=O)N)C=CC(=C1)N)C1=C(C(=O)N)C=CC(=C1)N p-phenylenedi(p-aminobenzamide)